C(C)(C)(C)N1C(C(CC1)NC1=CC(=CC(=C1)OC)OC)=O 1-(tert-Butyl)-3-((3,5-dimethoxyphenyl)amino)pyrrolidin-2-one